[2-[6-amino-5-[4-[4-[4-[4-[(3S)-2,6-dioxo-3-piperidyl]-2,3-dihydro-1,4-benzoxazin-8-yl]cyclohexyl]-2-oxo-piperazin-1-yl]pyrazol-1-yl]pyridazin-3-yl]phenoxy]sodium NC1=C(C=C(N=N1)C1=C(O[Na])C=CC=C1)N1N=CC(=C1)N1C(CN(CC1)C1CCC(CC1)C1=CC=CC=2N(CCOC21)[C@@H]2C(NC(CC2)=O)=O)=O